CS(=O)(=O)[O-].C(CCCCCCCCC)[N+]1(CCCCC1)CC 1-Decyl-1-ethylpiperidinium methansulfonat